P(O)(=O)(OP(=O)(O)OP(=O)(O)O)OC[C@@H]1[C@H]([C@H]([C@@H](O1)N1C(=O)N=C(NC(C2=CC=C(C=C2)[N+](=O)[O-])=O)C=C1)O)O N4-p-nitrobenzoylcytidine triphosphate